methyl 2-((2-azabicyclo[4.1.0]heptan-5-yl)methyl)-1-(thiazol-5-ylmethyl)-1H-benzo[d]imidazole-6-carboxylate C12NCCC(C2C1)CC1=NC2=C(N1CC1=CN=CS1)C=C(C=C2)C(=O)OC